tert-Butyl piperidin-4-yl-carbamat N1CCC(CC1)NC(OC(C)(C)C)=O